C(CCC(C)C)(=O)OCC(C)(C)C neopentyl isocaproate